CC(C(C)=O)CC(CC(CCC=C(C)C)C)=O 3,7,11-trimethyldodeca-10-en-2,5-dione